FC(F)F.FC(F)F.[Na] sodium Bis(trifluoromethane)